(phenyl)(carbazolylbiphenylyl)(Dibenzothiophenyl)triazine C1(=CC=CC=C1)C1=C(C(=NN=N1)C1=CC=CC=2SC3=C(C21)C=CC=C3)C3=C(C=CC=C3C3=CC=CC=2C1=CC=CC=C1NC32)C3=CC=CC=C3